COC=1C=C(NC=2C3=C(N=CN2)SC(=C3C)C(=O)O)C=CC1OC 4-(3,4-dimethoxyanilino)-5-methylthieno[2,3-d]pyrimidine-6-carboxylic acid